1-(3,3-dimethyl-6-(pyridin-3-ylmethyl)-2,3-dihydro-1H-pyrrolo[3,2-b]pyridin-1-yl)ethan-1-one CC1(CN(C=2C1=NC=C(C2)CC=2C=NC=CC2)C(C)=O)C